CC=1C(C2=CC=CC(=C2C(C1)=O)N)=O 2-methyl-5-amino-1,4-naphthoquinone